C(CCCC)C1=C(C=CC(=C1)CCCCC)P(C(C1=C(C=C(C=C1C)C)C)=O)(C(C1=C(C=C(C=C1C)C)C)=O)=O (2,4-dipentylphenyl)bis(2,4,6-trimethylbenzoyl)phosphine oxide